CC=1C(=C(C=C(C1)C(F)(F)F)O)C=1C=CC=2C(N1)=NN(C2)C[C@H]2CN(CC2)CC(F)(F)F (R)-3-methyl-2-(2-((1-(2,2,2-trifluoroethyl)pyrrolidin-3-yl)methyl)-2H-pyrazolo[3,4-b]pyridin-6-yl)-5-(trifluoromethyl)phenol